C\C(=C/CC=1C(=CC(=C2C(C[C@H](OC12)C1=CC=C(C=C1)O)=O)O)O)\CCC(C)C (S)-(E)-8-(3,6-Dimethyl-2-heptenyl)-4',5,7-trihydroxyflavanone